ClC=1C(=C(C=NC1)NC=1C2=C(N=CN1)C=CC(=N2)N2[C@@H]1CN([C@H](C2)C1)C(C=C)=O)F 1-[(1S,4S)-5-[4-[(5-chloro-4-fluoro-3-pyridyl)amino]pyrido[3,2-d]pyrimidin-6-yl]-2,5-diazabicyclo[2.2.1]heptan-2-yl]prop-2-en-1-one